C(C1=CC=CC=C1)C=1N(C(N(C1)C1CCN(CC1)C)=O)CC1=CC=C(C=C1)OCC(C)C 4-benzyl-1-(1-methylpiperidin-4-yl)-3-[[4-(2-methylpropyloxy)phenyl]methyl]imidazol-2-one